isopropyl 2-((4-((2-(dimethylamino)ethyl)(methyl)amino)-2-methoxy-5-nitrophenyl)amino)-4-(3,3,5-trimethyl-2,3-dihydro-1H-pyrrolo[3,2-b]pyridin-1-yl-2,2-d2)pyrimidine-5-carboxylate CN(CCN(C1=CC(=C(C=C1[N+](=O)[O-])NC1=NC=C(C(=N1)N1C(C(C2=NC(=CC=C21)C)(C)C)([2H])[2H])C(=O)OC(C)C)OC)C)C